1,4-dimethyl-pyrrolidone CN1C(CC(C1)C)=O